FC(C(=O)O)(F)F.NC1=NN2C(N=CC=C2)=C1C(=O)NCC=1C=C(C=2N(C1N1CC(S(CC1)(=O)=O)(C)C)C=NC2)Cl 2-Amino-N-((8-chloro-5-(2,2-dimethyl-1,1-dioxidothiomorpholino)imidazo[1,5-a]pyridin-6-yl)methyl)pyrazolo[1,5-a]pyrimidine-3-carboxamide trifluoroacetate salt